(S)-quinuclidin-3-yl ((R)-5-(3-fluoro-5-(2,2,2-trifluoroethoxy)phenyl)-2,2-dimethyl-2,3-dihydro-1H-inden-1-yl)carbamate FC=1C=C(C=C(C1)OCC(F)(F)F)C=1C=C2CC([C@H](C2=CC1)NC(O[C@@H]1CN2CCC1CC2)=O)(C)C